NCC1(CCN(CC1)C1=NC=C(NC1=O)SC=1C(=C(C=CC1)NC(=O)C1=C(N=C2N(C1=O)C=CC=C2)O)Cl)C N-(3-((5-(4-(Aminomethyl)-4-methylpiperidin-1-yl)-6-oxo-1,6-dihydropyrazin-2-yl)thio)-2-chlorophenyl)-2-hydroxy-4-oxo-4H-pyrido[1,2-a]pyrimidin-3-carboxamid